triphenyl-sulfonium 2-(bicyclo[2.2.1]heptan-2-yl)-1,1,2,2-tetrafluoroethanesulfonate C12C(CC(CC1)C2)C(C(S(=O)(=O)[O-])(F)F)(F)F.C2(=CC=CC=C2)[S+](C2=CC=CC=C2)C2=CC=CC=C2